ClC=1C=CC=2C3=C(C(N(C2C1)C1=CC=CC=C1)=O)N=CN3C3(CC3)CO 7-chloro-1-[(hydroxymethyl)cyclopropyl]-5-phenyl-4,5-dihydroimidazo[4,5-c]quinolin-4-one